silolo[3,2-b:4,5-b']dithiophene S1C=2C(=CC1)[SiH]=C1C2SC=C1